3-amino-N-[(3R)-7-[3-amino-3-(methoxymethyl)azetidin-1-yl]-3,4-dihydro-2H-1-benzopyran-3-yl]-6-methylthieno[2,3-b]pyridine-2-carboxamide NC1=C(SC2=NC(=CC=C21)C)C(=O)N[C@H]2COC1=C(C2)C=CC(=C1)N1CC(C1)(COC)N